3-(4-chlorophenyl)-6-{[2-(1-methylpyrazol-4-yl)-4-pyridyl]oxy}-2H-1,3-benzoxazin-4-one ClC1=CC=C(C=C1)N1COC2=C(C1=O)C=C(C=C2)OC2=CC(=NC=C2)C=2C=NN(C2)C